BrC1=CC=C(C=C1)C(F)(F)C1CC1 bromo-4-(cyclopropyldifluoromethyl)benzene